N1=C(C=CC=C1)CCC(=O)O 3-(pyridyl)propionic acid